5-amino-N-(1-cyclopropylethyl)-N-(5-(trifluoromethyl)-2,3-dihydro-1H-inden-1-yl)benzo[c][2,6]naphthyridin-9-carboxamide NC1=NC2=C(C3=CN=CC=C13)C=C(C=C2)C(=O)N(C2CCC1=CC(=CC=C21)C(F)(F)F)C(C)C2CC2